indene-4-carbonitrile-3-d C1C=C(C=2C(=CC=CC12)C#N)[2H]